N-(3-(4-fluoro-3-(9H-purin-6-yl)pyridin-2-ylamino)-4-methylphenyl)-4-(trifluoromethyl)picolinamide FC1=C(C(=NC=C1)NC=1C=C(C=CC1C)NC(C1=NC=CC(=C1)C(F)(F)F)=O)C1=C2N=CNC2=NC=N1